C1NCC12CC(C2)CN2C(C=C(C=C2)C(F)(F)F)=O 1-(2-azaspiro[3.3]heptane-6-ylmethyl)-4-(trifluoromethyl)pyridin-2-one